FC(C1=CC=C(C=C1)C(C)=O)(F)F (E)-1-(4-(trifluoromethyl)phenyl)ethan-1-one